COC1(CN(C1)C(=O)OC(C)(C)C)C=1C=C2C(=NC=NC2=CC1)OC tert-Butyl 3-methoxy-3-(4-methoxyquinazolin-6-yl)azetidine-1-carboxylate